benzyl-4-bromo-6-cyclopropyl-1H-pyrazolo[3,4-b]Pyridine C(C1=CC=CC=C1)N1N=CC=2C1=NC(=CC2Br)C2CC2